C(C(C)C)NCC[SiH2]OC 2-isobutylaminoethylmethoxysilane